ClCC=1C(=NC=C(C1)C1=CC(=C(C=C1)F)C(F)F)C 3-(chloromethyl)-5-(3-(difluoromethyl)-4-fluorophenyl)-2-methylpyridine